titanium(V) n-butoxide [O-]CCCC.[Ti+5].[O-]CCCC.[O-]CCCC.[O-]CCCC.[O-]CCCC